FC(C1=NN(C=C1C1=NN=C(O1)C(=O)NNC1=CC=CC=C1)C)F 5-(3-(difluoromethyl)-1-methyl-1H-pyrazolyl)-N'-phenyl-1,3,4-oxadiazole-2-carbohydrazide